tert-butyl 5-fluoro-7-isobutyl-2-((3-nitro-2-oxopyridin-1(2H)-yl) methyl)-1H-indole-1-carboxylate FC=1C=C2C=C(N(C2=C(C1)CC(C)C)C(=O)OC(C)(C)C)CN1C(C(=CC=C1)[N+](=O)[O-])=O